FC(COC1=C2C=CC=NC2=CC(=C1)[C@@H]1C(C1)C=1C=2N(N=C(C1)C=1C(NC(NC1)=O)=O)C=CN2)(F)F 5-(8-((2S,2S)-2-(5-(2,2,2-trifluoroethoxy)quinolin-7-yl)cyclopropyl)imidazo[1,2-b]pyridazin-6-yl)pyrimidine-2,4(1H,3H)-dione